bis[3-(methylamino)propyl]trimethoxysilane CNCCCC(O[SiH](OC)OC)CCCNC